CC1=C(C(=C(C1(C)[Ge])C)C)C (Pentamethylcyclopentadienyl)germanium